C(#N)CC1CC(C1)(C1=NN=CN1C)C=1C=C(C=CC1)NC(=O)C1=CC(=C2C(=N1)C(=CN2)F)CN2C[C@H](CCC2)C N-(3-((1s,3R)-3-(cyanomethyl)-1-(4-methyl-4H-1,2,4-triazol-3-yl)cyclobutyl)phenyl)-3-fluoro-7-(((S)-3-methylpiperidin-1-yl)methyl)-1H-pyrrolo[3,2-b]pyridine-5-carboxamide